(3s,4r)-3-hydroxytetrahydro-2H-pyran O[C@@H]1COCCC1